ClC1=CC=C(CNC(=O)NC2CC3(C2)CC(C3)CC=3C(=NC=CC3)C)C=C1 1-(4-chlorobenzyl)-3-(6-((2-methylpyridin-3-yl)methyl)spiro[3.3]hept-2-yl)urea